CC1=C(C(=O)C2=CC=C(C=C2)C)C=CC=C1 2,4'-dimethylbenzophenone